1-[2-(methoxymethoxy)-4,6-dimethyl-phenyl]-N-[(3R)-1-methyl-3-piperidinyl]pyrido[3,4-d]pyridazin-4-amine COCOC1=C(C(=CC(=C1)C)C)C1=C2C(=C(N=N1)N[C@H]1CN(CCC1)C)C=NC=C2